OCC=1C=C(OCC2=CC(=NN2C2=CC=CC=C2)C)C=CC1 5-[[3-(hydroxymethyl)phenoxy]methyl]-3-methyl-1-phenyl-pyrazole